C(C)OC(C(CCCNCCCC(C(OCC)OCC)[SiH3])[SiH3])OCC bis(4-diethoxymethyl-silylbutyl)amine